1-(4-(4-isopropyl-5-(8-methyl-[1,2,4]triazolo[1,5-a]pyridin-6-yl)-1H-pyrazol-3-yl)phenyl)-N-methyl-methylamine C(C)(C)C=1C(=NNC1C=1C=C(C=2N(C1)N=CN2)C)C2=CC=C(C=C2)CNC